FC(N1CN=C2C=CC=CC2=C1N)(F)F 3-(trifluoromethyl)quinazolin-4-amine